methylstyrenemaleic anhydride CC(=CC1=CC=CC=C1)/C/1=C/C(=O)OC1=O